2-{[(1R)-1-(4-chlorophenyl)-7-fluoro-5-[1-(4-fluoropiperidin-4-yl)-1-hydroxypropyl]-3-oxo-1-[(3S)-oxocyclopent-3-yloxy]-2,3-dihydro-1H-isoindol-2-yl]methyl}pyrimidine-5-carbonitrile ClC1=CC=C(C=C1)[C@@]1(N(C(C2=CC(=CC(=C12)F)C(CC)(O)C1(CCNCC1)F)=O)CC1=NC=C(C=N1)C#N)O[C@@H]1CC(CC1)=O